ClC1=CC(=C(C(=C1)C)C=1C(NC2(CCC3(OCCO3)CC2)C1O)=O)C 11-(4-chloro-2,6-dimethylphenyl)-12-hydroxy-1,4-dioxa-9-azadispiro[4.2.4.2]-tetradec-11-en-10-one